(phenyl)(biphenylyl)triazinylbiphenyl C1(=CC=CC=C1)C1=C(C(=C(C=C1)C1=CC=CC=C1)C1=NN=NC=C1)C1=C(C=CC=C1)C1=CC=CC=C1